2-(3-chlorophenoxy)-1-(4-(5-(trifluoromethyl)-1,2,4-oxadiazol-3-yl)phenyl)ethan-1-one ClC=1C=C(OCC(=O)C2=CC=C(C=C2)C2=NOC(=N2)C(F)(F)F)C=CC1